C(C)(C)(C)C=1C=C(C=CC1)C=1C2=CC=CC=C2N=C2C=CC=CC12 9-(m-t-butylphenyl)acridine